(2S,5S)-5-{(2S,3S)-2-[2-(2-Fluoro-ethoxy)-acetylamino]-3-methyl-pentanoylamino}-4-oxo-1,2,4,5,6,7-hexahydro-azepino[3,2,1-hi]indole-2-carboxylic acid (thiophen-2-ylmethyl)-amide S1C(=CC=C1)CNC(=O)[C@H]1N2C3=C(C=CC=C3C1)CC[C@@H](C2=O)NC([C@H]([C@H](CC)C)NC(COCCF)=O)=O